(S)-2-(3-(1-(3-chloro-5-fluoro-2-(hydroxymethyl)phenyl)ethyl)-2,5-dihydroxyimidazolidin-1-yl)acetamide ClC=1C(=C(C=C(C1)F)C(C)N1[C@@H](N(C(C1)O)CC(=O)N)O)CO